(6-methyl-2-pyridinyl)-N-phenyl-4-(4-quinolinyl)-1H-pyrazole-1-thiocarboxamide CC1=CC=CC(=N1)C1=NN(C=C1C1=CC=NC2=CC=CC=C12)C(NC1=CC=CC=C1)=S